(R)-N-((4'-(1-((5-cyclopropyl-1H-pyrazol-3-yl)amino)-1-oxopropan-2-yl)-[1,1'-biphenyl]-4-yl)methyl)acrylamide C1(CC1)C1=CC(=NN1)NC([C@H](C)C1=CC=C(C=C1)C1=CC=C(C=C1)CNC(C=C)=O)=O